ClC1=C(N)C=CC(=C1)SC(F)F 2-Chloro-4-((difluoromethyl)thio)aniline